CN1C(=[N+](C=C1)C)C(=O)[O-] 1,3-dimethyl-1H-imidazol-3-ium-2-carboxylate